FC1CCN(CC1)CC(=O)NC=1C=C(C=NC1C)NC(=O)C=1C=C2C(=NC1)NC(=C2)C=2C=NN(C2)C N-(5-(2-(4-fluoropiperidin-1-yl)acetamido)-6-methylpyridin-3-yl)-2-(1-methyl-1H-pyrazol-4-yl)-1H-pyrrolo[2,3-b]pyridine-5-carboxamide